2-Ethylsulfanyl-N-[(4-fluoro-2-methoxy-phenyl)-methyl]-4-methyl-6-morpholin-4-yl-pyridine-3-carboxylic acid amide C(C)SC1=NC(=CC(=C1C(=O)NCC1=C(C=C(C=C1)F)OC)C)N1CCOCC1